COC1=CC=C(CN(C=2C3=C(N=CN2)N(C=C3)[C@@H]3C[C@@H]([C@@H]2[C@H]3OC(O2)(C)C)CCCCOC(NCCC2=CC=CC=C2)=O)C)C=C1 (4-((3aR,4S,6R,6aS)-6-(4-((4-methoxybenzyl)(methyl)amino)-7H-pyrrolo[2,3-d]pyrimidin-7-yl)-2,2-dimethyltetrahydro-4H-cyclopenta[d][1,3]dioxol-4-yl)butyl)(phenethyl)carbamate